FC1=C(C(=CC(=C1)C1=CN=C2N1CCCCC2)O)N2CC(NS2(=O)=O)=O 5-(2-Fluoro-6-hydroxy-4-(6,7,8,9-tetrahydro-5H-imidazo[1,2-a]azepin-3-yl)phenyl)-1,2,5-thiadiazolidin-3-one 1,1-dioxide